ClC=1C=CC(=C(C1)C=1C=NC2=CN=CC=C2C1)OC 3-(5-chloro-2-methoxyphenyl)-1,7-naphthyridine